N1(CCOCC1)C(CC)S(=O)(=O)O (N-morpholinyl)propanesulfonic acid